[2-(3,5-difluorophenyl)-3-(trifluoromethyl)pyridin-4-yl]acetic acid FC=1C=C(C=C(C1)F)C1=NC=CC(=C1C(F)(F)F)CC(=O)O